CC1=C(C=CC(=C1)C)S(=O)(=O)N1CCC2(CN(C2)CC2(CCOCC2)O)CC1 4-((7-((2,4-Dimethylphenyl)sulfonyl)-2,7-diazaspiro[3.5]nonan-2-yl)methyl)tetrahydro-2H-pyran-4-ol